6-(2-chloroacetyl)-8-fluoro-1,4-dihydro-2H-benzo[d][1,3]thiazin-2-one ClCC(=O)C1=CC2=C(NC(SC2)=O)C(=C1)F